C(=CC1=CC=C(C=C1)C=1OC2=C(N1)C=CC=C2)C2=CC=C(C=C2)C=2OC1=C(N2)C=CC=C1 2'-(1,2-Ethenediyldi-4,1-phenylene)bisbenzoxazole